C(C)C1N(CC2=CC(=CC(=C2C1)F)C(=O)NO)C[C@]12OC[C@H](N(C1)C)C2 3-ethyl-5-fluoro-2-[[(1R,4R)-5-methyl-2-oxa-5-azabicyclo[2.2.1]heptan-1-yl]methyl]-3,4-dihydro-1H-isoquinoline-7-carbohydroxamic acid